[Co].C(C)C=1NC=CC1 (2-ethylpyrrole) cobalt